ClC1=CC=C(CN2C(N3C(C4=C2C=C(C=N4)N4CCOCC4)=NC(CC3)CC)=O)C=C1 5-(4-chlorobenzyl)-10-ethyl-3-(morpholin-4-yl)-5,8,9,10-tetrahydro-6H-pyrido[2,3-e]pyrimido[1,2-c]pyrimidin-6-one